(E,E)-3,5-Tetradecadienyl acetate C(C)(=O)OCC\C=C\C=C\CCCCCCCC